barium-zinc-cobalt [Co].[Zn].[Ba]